SCC(=O)O.N1=CC=CC2=CC=CC=C12 quinoline mercaptoacetate